5-(4-fluoro-2-methylphenyl)-6-methyl-4-oxo-1H-pyridazine-3-carboxamide FC1=CC(=C(C=C1)C=1C(C(=NNC1C)C(=O)N)=O)C